ClC1=NC=C(C(=C1)C1=C(C=NC(=C1)C)C(=O)NC=1SC=2C(=NC=C(N2)C2CCC(CC2)O)N1)OC 2'-chloro-N-(6-(4-hydroxycyclohexyl)thiazolo[4,5-b]pyrazin-2-yl)-5'-methoxy-6-methyl-[4,4'-bipyridine]-3-carboxamide